2-((R)-1-propenoyl-4-((R)-7-(3-hydroxynaphthalen-1-yl)-2-(((S)-1-methylpyrrolidin-2-yl)methoxy)-5,6,7,8-tetrahydroquinazolin-4-yl)piperazin-2-yl)acetonitrile C(C=C)(=O)N1[C@@H](CN(CC1)C1=NC(=NC=2C[C@@H](CCC12)C1=CC(=CC2=CC=CC=C12)O)OC[C@H]1N(CCC1)C)CC#N